N1N=CC2=CC(=CC=C12)N N-(1H-indazol-5-yl)amine